Propionic acid 4-hydroxy-3,3-dimethylbutyl ester OCC(CCOC(CC)=O)(C)C